2-(2-(Perfluoroethyl)-4-phenylimidazo[1,2-a][1,8]naphthyridin-8-yl)-1,3,4-oxadiazole FC(C(F)(F)F)(C=1C=C(C=2C=CC=3N(C2N1)C=C(N3)C=3OC=NN3)C3=CC=CC=C3)F